5-(chloromethyl)-1-ethyl-4-methanesulfonylimidazole ClCC1=C(N=CN1CC)S(=O)(=O)C